C(C)(=O)C(S(=O)(=O)C(C)C)=[N+]=[N-] 1-acetyl-1-(1-methylethylsulfonyl)diazomethane